NC1=CC=2CC3=CC=C(C=C3C2C=C1)N(C1=C(C=C(C=C1)C)C)C 2-amino-6-(N-methyl-2,4-dimethylanilino)fluorene